(3R,5R)-5-({4-[2-hydroxy-4-(trifluoromethyl)phenyl]phthalazin-1-yl}amino)-1-methylpiperidin-3-ol OC1=C(C=CC(=C1)C(F)(F)F)C1=NN=C(C2=CC=CC=C12)N[C@@H]1C[C@H](CN(C1)C)O